C(C)(C)(C)OC(=O)N1CCC(CC1)OC1CC(C1)N1CCC(CC1)C=1C=C2C(N(C(C2=CC1OC(C)C)=O)C1C(NC(CC1)=O)=O)=O 4-[3-[4-[2-(2,6-dioxo-3-piperidinyl)-6-isopropoxy-1,3-dioxo-isoindolin-5-yl]-1-piperidinyl]cyclobutoxy]piperidine-1-carboxylic acid tert-butyl ester